C(C)(C)S(=O)(=O)N1CCCCC1 1-(isopropylsulfonyl)piperidin